(3S)-3-(4-fluoro-2',4',5,6'-tetramethylbiphenyl-3-yl)-3-(2-(3-fluoro-5-(2-(3-fluoroazetidin-1-yl)ethyl)-2-oxopyridin-1(2H)-yl)-4-methylpentanamido)propanoic acid FC1=C(C=C(C=C1C)C1=C(C=C(C=C1C)C)C)[C@H](CC(=O)O)NC(C(CC(C)C)N1C(C(=CC(=C1)CCN1CC(C1)F)F)=O)=O